1,3-dihydro-4-(hydroxybenzoyl)-2H-imidazol-2-one OC1=C(C(=O)C=2NC(NC2)=O)C=CC=C1